4-(2-(2-fluorophenyl)-3-methyl-7-oxo-4,7-dihydropyrazolo[1,5-a]pyrimidin-5-yl)benzoic acid FC1=C(C=CC=C1)C1=NN2C(NC(=CC2=O)C2=CC=C(C(=O)O)C=C2)=C1C